N-((1-((3',5'-dichloro-5-hydroxy-[1,1'-biphenyl]-3-yl)methyl)piperidin-4-yl)methyl)acetamide, hydrochloride Cl.ClC=1C=C(C=C(C1)Cl)C1=CC(=CC(=C1)O)CN1CCC(CC1)CNC(C)=O